C(=O)C1=C(OC=2C=C(C(=O)/N=C/3\NC4=C(N3C3CCC(CC3)O)C=CC=C4)C=CN2)C=CC=C1O 2-(2-formyl-3-hydroxyphenoxy)-N-((E)-1-((1s,4s)-4-hydroxycyclohexyl)-1,3-dihydro-2H-benzo[d]imidazol-2-ylidene)isonicotinamide